C(C)(C)(C)C1=NN(C=C1C)C1CCC(CC1)(F)F 3-tert-butyl-1-(4,4-difluorocyclohexyl)-4-methyl-pyrazole